FC1(C[C@H]2CC(C[C@H]2C1)NC(OCC1C2=CC=CC=C2C=2C=CC=CC12)=O)F (9H-fluoren-9-yl)methyl N-[(2R,3aR,6aS)-5,5-difluoro-octahydropentalen-2-yl]carbamate